trans-ethyl 2-(2-((tetrahydro-2H-pyran-2-yl)oxy)ethyl)cyclopropane-1-carboxylate O1C(CCCC1)OCC[C@H]1[C@@H](C1)C(=O)OCC